2-isobutyl-4-(tri-n-butylstannyl)thiazole C(C(C)C)C=1SC=C(N1)[Sn](CCCC)(CCCC)CCCC